(1R,4R)-2-(1H-imidazole-1-carbonyl)-5-methyl-2,5-diazabicyclo[2.2.1]Heptane N1(C=NC=C1)C(=O)N1[C@H]2CN([C@@H](C1)C2)C